COS(=O)(=O)O.OC1=CC=CC=2C(C3=CC=CC=C3C(C12)=O)=O 4-hydroxy-9,10-anthraquinone methylsulfate